N-[5-[4-[[(Z)-[3-(2-isopropyl-5-methyl-phenyl)-4-oxo-thiazolidine-2-ylidene]carbamoyl]amino]phenyl]-2,4-dimethyl-pyrazol-3-yl]-N-methyl-4-(trifluoromethyl)benzamide C(C)(C)C1=C(C=C(C=C1)C)N1/C(/SCC1=O)=N/C(=O)NC1=CC=C(C=C1)C=1C(=C(N(N1)C)N(C(C1=CC=C(C=C1)C(F)(F)F)=O)C)C